6-Chloro-5-cyano-4-[[3-[(3R)-3-hydroxybutyl]-1-methyl-2-oxo-benzimidazol-5-yl]amino]pyridin ClC1=C(C(=CC=N1)NC1=CC2=C(N(C(N2CC[C@@H](C)O)=O)C)C=C1)C#N